NC1=NC2=CC(=CC=C2C=N1)C1=NC=CC(=C1)NC(C(=C)F)=O N-[2-(2-aminoquinazolin-7-yl)pyridin-4-yl]-2-fluoroprop-2-enamide